3-(3-(2,6-dimethylphenyl)-7-((5-(hydroxymethyl)-2-methoxy-4-(4-methylpiperazin-1-yl)phenyl)amino)-2-oxo-3,4-dihydropyrimido[4,5-d]pyrimidin-1(2H)-yl)propanoic acid CC1=C(C(=CC=C1)C)N1C(N(C2=NC(=NC=C2C1)NC1=C(C=C(C(=C1)CO)N1CCN(CC1)C)OC)CCC(=O)O)=O